BrC1=NC=CC=C1C1=NC(=C(C(=N1)NC1=CC=C(C=C1)C)C(F)(F)F)OC 2-(2-bromo-3-pyridyl)-6-methoxy-N-(4-methylphenyl)-5-(trifluoromethyl)-4-pyrimidinamine